1-(9Z-hexadecenoyl)-2-(9Z-octadecenoyl)-glycero-3-phosphoserine CCCCCCCC/C=C\CCCCCCCC(=O)O[C@H](COC(=O)CCCCCCC/C=C\CCCCCC)COP(=O)(O)OC[C@@H](C(=O)O)N